CC=1N=C(SC1C)[C@@H](C)O |r| (rac)-1-(4,5-dimethyl-1,3-thiazol-2-yl)ethan-1-ol